FC(C(=O)O)(C(=O)OC)F 2,2-Difluoro-3-methoxy-3-oxopropanoic acid